C(OC1=NC=2N(C=C1)N=CC2C(=O)N)([2H])([2H])[2H] 5-(Methoxy-d3)pyrazolo[1,5-a]pyrimidine-3-carboxamide